ClC1=NN2C(N=CC3=C2C(CC3C#N)(C)C)=C1 2-chloro-8,8-dimethyl-7,8-dihydro-6H-cyclopenta[e]pyrazolo[1,5-a]pyrimidine-6-carbonitrile